N-(dibenzo[b,d]thiophen-4-yl)dibenzo[b,d]furan-4-amine C1=CC=C(C=2SC3=C(C21)C=CC=C3)NC3=CC=CC2=C3OC3=C2C=CC=C3